1,3,4-Thiadiazole-2,5-dithiolate S1C(=NN=C1[S-])[S-]